3-Aminomethyl-6-methyl-pyridin-2-yl-N-methyl-methanesulfonamide acetate C(C)(=O)O.NCC=1C(=NC(=CC1)C)CS(=O)(=O)NC